hexyl cetyl phosphate P(=O)(OCCCCCC)(OCCCCCCCCCCCCCCCC)[O-]